C(C)OC(C=C)C1=CC=CC=C1 1-phenylallyl ethyl ether